methyl (2-(2-(2-aminoethoxy)ethoxy)ethyl)carbamate NCCOCCOCCNC(OC)=O